N,N-di-n-octylaminomethyl-(2,3-dimethyl-1-butyl)hypophosphorous acid C(CCCCCCC)N(CCCCCCCC)CP(=O)(O)CC(C(C)C)C